O1COC2=CC3=C(N=C(S3)S)C=C21 [1,3]Dioxolo[4',5':4,5]benzo[1,2-d]thiazole-6-thiol